CS(=O)(=O)C=1C=C(C=NC1)C1=NC(=NC=C1C(F)(F)F)N[C@@H]1CC[C@H](CC1)N(C(OC1CC(C1)(F)F)=O)C1=NC=C(N=C1)C=1C=NC(=NC1)OC 3,3-difluorocyclobutyl (trans-4-((4-(5-(methanesulfonyl)pyridin-3-yl)-5-(trifluoromethyl)-pyrimidin-2-yl)amino)cyclohexyl)(5-(2-methoxypyrimidin-5-yl)pyrazin-2-yl)carbamate